ClC1=C(C(=C(N)C=C1)F)I 4-chloro-2-fluoro-3-iodo-aniline